C(C)(C)(C)OC(=O)N1C[C@H]([C@H](CC1)CC(=O)OCC)F (3S,4R)-4-(2-Ethoxy-2-keto-ethyl)-3-fluoro-piperidine-1-carboxylic acid tert-butyl ester